C1(=CC(=CC=C1)CCCCCCCCCCCCC(=O)N)CCCCCCCCCCCCC(=O)N m-xylylenebislauric acid amide